8-(Isopropoxycarbonylamino)bicyclo[3.2.1]octane-3-carboxylic acid C(C)(C)OC(=O)NC1C2CC(CC1CC2)C(=O)O